1-(4-(3-(3,7-dimethylocta-2,6-dien-1-yl)-2,4-dihydroxy-6-pentylbenzoyl)piperazin-1-yl)ethan-1-one CC(=CCC=1C(=C(C(=O)N2CCN(CC2)C(C)=O)C(=CC1O)CCCCC)O)CCC=C(C)C